P(=O)(OCCC=CCC)(OC(C#C)(C)C)[O-] 2-butenylethyl 1,1-dimethyl-2-propynyl phosphate